C(=O)O.C(C)OC1=NC(=NC=C1C(=O)NC1=CC=2N(C=C1)N=C(C2)C)N(C2CCNCC2)CC 4-ethoxy-2-(ethyl-(piperidin-4-yl)amino)-N-(2-methylpyrazolo[1,5-a]pyridin-5-yl)pyrimidine-5-carboxamide formate salt